FC=1C=C(C=C(C1C=C1CN(C1)CCCF)F)C1=C(CCCC2=C1C=CC(=C2)C(=O)O)C2=C(C=C(C=C2)F)C 9-(3,5-difluoro-4-((1-(3-fluoropropyl)azetidin-3-ylidene)methyl)phenyl)-8-(4-fluoro-2-methylphenyl)-6,7-dihydro-5H-benzo[7]annulene-3-carboxylic acid